benzylbenzyl-bromobenzeneboronic acid, chloride C(C1=CC=CC=C1)C1=C(C(=C(C=C1)B(Cl)Cl)Br)CC1=CC=CC=C1